ClC=1C(=CC(=NC1)NC1=CC=NN1C)C=1C=C2N(CCN(C2=O)CC=2C(=NC=CC2)CO)C1 7-(5-chloro-2-((1-methyl-1h-pyrazole-5-yl)amino)pyridine-4-yl)-2-((2-(hydroxymethyl)pyridin-3-yl)methyl)-3,4-dihydropyrrolo[1,2-a]pyrazine-1(2H)-one